(1-Ethyl-7-methoxy-2,3-dioxoindolin-6-yl)carbamic acid tert-butyl ester C(C)(C)(C)OC(NC1=CC=C2C(C(N(C2=C1OC)CC)=O)=O)=O